bistetrapropylammonium citraconate C(\C(\C)=C/C(=O)[O-])(=O)[O-].C(CC)[N+](CCC)(CCC)CCC.C(CC)[N+](CCC)(CCC)CCC